CN1C(=NC2=C1C=CC(=C2)OC2=CC(=NC=C2)C=2NC(=CN2)C(F)(F)F)NC2=CC=C(C=C2)C(F)(F)F 1-methyl-5-[[2-[5-(trifluoromethyl)-1H-imidazol-2-yl]-4-pyridinyl]oxy]-N-[4-(trifluoromethyl)phenyl]-1H-benzoimidazol-2-amine